2-(4,6-diphenyl-1,3,5-triazin-2-yl)-5-hexyloxyl-phenol C1(=CC=CC=C1)C1=NC(=NC(=N1)C1=CC=CC=C1)C1=C(C=C(C=C1)OCCCCCC)O